CC=1C=C(SC1)B1OC(C)(C)C(C)(C)O1 4-methylthiophene-2-boronic acid pinacol ester